2-(trifluoromethyl)-ethoxydodecafluorohexane FC(CCOC(C(C(C(C(C(F)(F)F)(F)F)(F)F)(F)F)(F)F)F)(F)F